COC1=NC=CC(=C1)C=1C(=C2CCCC2=CC1)CC(=O)NS(=O)(=O)C1=NN(C(=C1)C(=O)N(C)C)C 3-(N-(2-(5-(2-Methoxypyridin-4-yl)-2,3-dihydro-1H-inden-4-yl)acetyl)sulfamoyl)-N,N,1-trimethyl-1H-pyrazole-5-carboxamide